ClC1=NC=C(C(=N1)NC1=CC(=CC=C1F)N)C1=CC=C(C=C1)C(F)(F)F N1-{2-chloro-5-[4-(trifluoromethyl)phenyl]pyrimidin-4-yl}-6-fluorobenzene-1,3-diamine